C(C)(C)(C)OC(=O)N1CC(CCC1)(C)CO 3-(Hydroxymethyl)-3-methylpiperidine-1-carboxylic acid tert-butyl ester